2-[(5-bromo-3,4-dihydro-1H-isoquinolin-2-yl)methyl]-6-methoxy-3H-quinazolin-4-one BrC1=C2CCN(CC2=CC=C1)CC1=NC2=CC=C(C=C2C(N1)=O)OC